NC1(CCC(CC1)N1N=CC(=C1C)C=1C=C(C=2N(C1)N=CC2C#N)SC2=C(C=C(C=C2)F)C#N)C 6-(1-((1r,4r)-4-amino-4-methylcyclohexyl)-5-methyl-1H-pyrazol-4-yl)-4-((2-cyano-4-fluorophenyl)thio)pyrazolo[1,5-a]pyridine-3-carbonitrile